N-(4-(3-((2-((2-fluoroethyl)(methyl)amino)ethyl)amino)-6-(pyrazolo[1,5-a]pyrimidin-3-yl)-1H-pyrazolo[4,3-c]pyridin-1-yl)-3-methoxyphenyl)methanesulfonamide FCCN(CCNC1=NN(C2=C1C=NC(=C2)C=2C=NN1C2N=CC=C1)C1=C(C=C(C=C1)NS(=O)(=O)C)OC)C